COC1=CC=CC(=N1)C(N)=N 6-methoxypyridine-2-carboximidamide